NC=1C=C(C=CC1)S(=O)(=O)N(C1=CC=CC=C1)C 3-amino-N-methyl-N-phenylbenzenesulfonamide